C1C(CCC2=CC=CC=C12)OC=1N=NNC1C(=O)O 4-((1,2,3,4-tetrahydronaphthalen-2-yl)oxy)-1H-1,2,3-triazole-5-carboxylic acid